tert-Butyl (7-(4-isopropylphenyl)-2,3-dihydrobenzofuran-5-yl)carbamate C(C)(C)C1=CC=C(C=C1)C1=CC(=CC=2CCOC21)NC(OC(C)(C)C)=O